C(=O)C1(OC(OCC1(C)C)(C)C)C(=O)N Formyl-2,2,5,5-tetramethyl-1,3-dioxane-4-carboxamide